O=C1NC(CCC1NC=1C=C(CN2CCC(CC2)C=2SC3=C(N2)C=C(C(=C3)NC(C3=CN=C(C=C3)C(F)(F)F)=O)C(C)(C)O)C=CC1)=O N-(2-(1-(3-((2,6-dioxopiperidin-3-yl)amino)benzyl)piperidin-4-yl)-5-(2-hydroxypropane-2-yl)benzo[d]thiazol-6-yl)-6-(trifluoromethyl)nicotinamide